N-[(2S)-2,3-dihydroxypropyl]-3-[(2-fluoro-4-iodophenyl)amino]-4-pyridinecarboxamide O[C@@H](CNC(=O)C1=C(C=NC=C1)NC1=C(C=C(C=C1)I)F)CO